1-methyl-N-[2-(1-methylpyrrolidin-2-yl)imidazo[1,2-a]pyrazin-6-yl]-1H-indazole-5-carboxamide CN1N=CC2=CC(=CC=C12)C(=O)NC=1N=CC=2N(C1)C=C(N2)C2N(CCC2)C